C(C)(C)(C)C1=CC=C(C=C1)OC1=CC=C(C=C1)C(C)(C)C.[P] phosphorus di(4-tert-butylphenyl) oxide